NC1CN(C1)C1=CC(=C(C=2C=COC21)C2C(NC(CC2)=O)=O)F 3-(7-(3-aminoazetidin-1-yl)-5-fluorobenzofuran-4-yl)piperidine-2,6-dione